oleamide sulfosuccinate disodium salt [Na+].[Na+].S(=O)(=O)(O)C(C(=O)[O-])CC(=O)[O-].C(CCCCCCC\C=C/CCCCCCCC)(=O)N